Di(n-octadecyl)amine C(CCCCCCCCCCCCCCCCC)NCCCCCCCCCCCCCCCCCC